N-(carboxymethyl)-arginine C(=O)(O)CN[C@@H](CCCNC(N)=N)C(=O)O